6-Bromo-4-chloro-1-methylindazole BrC1=CC(=C2C=NN(C2=C1)C)Cl